3-[(6-bromopyridazin-3-yl)-methyl-amino]-8-azabicyclo[3.2.1]octane-8-carboxylic acid tert-butyl ester C(C)(C)(C)OC(=O)N1C2CC(CC1CC2)N(C)C=2N=NC(=CC2)Br